N1=C(C=CC=C1)C1=NOC(=C1)C(=O)N1CC2(CC(C2)NC#N)CC1 {[(2r,4s)-6-[3-(pyridin-2-yl)-1,2-oxazole-5-carbonyl]-6-azaspiro[3.4]octan-2-yl]amino}formonitrile